5-(piperidin-1-yl)-2-(2-(piperidin-4-yl)-1H-benzimidazol-5-yl)isoindolin-1-one N1(CCCCC1)C=1C=C2CN(C(C2=CC1)=O)C1=CC2=C(NC(=N2)C2CCNCC2)C=C1